4,4-bis(4'-hydroxyphenyl)heptane methyl-3-oxopentanoate COC(CC(CC)=O)=O.OC1=CC=C(C=C1)C(CCC)(CCC)C1=CC=C(C=C1)O